BrC=1C=CC2=C(N(C(CC(=C2)C2=NC(=NO2)C2CC2)=O)CC2=CC=C(C=C2)OC)C1 8-Bromo-4-(3-cyclopropyl-1,2,4-oxadiazol-5-yl)-1-(4-methoxybenzyl)-1,3-dihydro-2H-benzo[b]azepin-2-one